2-(2,6-Dimethyl-4-((2-oxo-3-phenyl-2,3-dihydro-1H-imidazol-1-yl)methyl)phenoxy)-2-methylpropanoic acid CC1=C(OC(C(=O)O)(C)C)C(=CC(=C1)CN1C(N(C=C1)C1=CC=CC=C1)=O)C